C(C)C1=CC(=C(C(=O)C2=CC=C(C=C2)CC)C=C1)N 4,4'-diethyl-aminobenzophenone